5-(4-pyridyl)-10,15,20-triphenylporphyrin N1=CC=C(C=C1)C=1C2=CC=C(N2)C(=C2C=CC(C(=C3C=CC(=C(C=4C=CC1N4)C4=CC=CC=C4)N3)C3=CC=CC=C3)=N2)C2=CC=CC=C2